[2H][C@](C)(C1=C(C(=CC(=C1)F)Cl)COC=1C=CC=C2C(=CC(=NC12)C)C1=NC=NN1C)NC(COC(F)F)=O (S)-N-(1-deutero-1-(3-chloro-5-fluoro-2-((2-methyl-4-(1-methyl-1H-1,2,4-triazol-5-yl)quinoline-8-yloxy)methyl)phenyl)ethyl)-2-(difluoromethoxy)acetamide